[P@](OCC1C2=CC=CC=C2C=2C=CC=CC12)(O[C@@H](C)C1=[NH+]C=CC(=C1)OCC)([O-])=S O-((9H-fluoren-9-yl)methyl) O-((S)-1-(4-ethoxypyridin-1-ium-2-yl)ethyl) (S)-phosphorothioate